4-(1-(2-((tert-butyldimethylsilyl)oxy)ethyl)piperidin-4-yl)benzene-1,2-diamine [Si](C)(C)(C(C)(C)C)OCCN1CCC(CC1)C=1C=C(C(=CC1)N)N